1-[(3-methyl-1,2-oxazol-5-yl)methyl]-5-oxopyrrolidine-2-carboxylate CC1=NOC(=C1)CN1C(CCC1=O)C(=O)[O-]